C1(CCCCC1)NC=1C(=NC=C(C1)C1=NC(=NO1)C)NC1CCCC1 N3-cyclohexyl-N2-cyclopentyl-5-(3-methyl-1,2,4-oxadiazol-5-yl)pyridine-2,3-diamine